3-methyl-3,7-dihydro-1H-purine-2,6-dione CN1C(NC(C=2NC=NC12)=O)=O